C(C)OC1=CC=C(C=C1)C(C)O 1-(4-ethoxy-phenyl)-ethanol